OC[C@H]1N(CCOC1)C(=O)C=1C(=NC=CC1)C(=O)OC methyl 3-[(3R)-3-(hydroxymethyl)morpholine-4-carbonyl]pyridine-2-carboxylate